3,5-Dichloro-4-((6-chloro-5-(2-fluoropropane-2-yl)pyridazin-3-yl)oxy)aniline ClC=1C=C(N)C=C(C1OC=1N=NC(=C(C1)C(C)(C)F)Cl)Cl